2-Amino-2-(4-fluorocyclohexyl)acetic acid hydrochloride Cl.NC(C(=O)O)C1CCC(CC1)F